F[C@H]1[C@H](O[C@@H]2OC(O[C@@H]21)(C)C)C(C)O 1-((3aR,5R,6S,6aS)-6-fluoro-2,2-dimethyltetrahydrofuro[2,3-d][1,3]dioxol-5-yl)ethan-1-ol